pyridin-2-ylmethylamine N1=C(C=CC=C1)CN